NC1CC2CC(CC2C1)NC1=NC2=CC=C(C=C2C=N1)C1=CC(=C(C=C1)NS(=O)(=O)C1=C(C=CC=C1)Cl)F N-(4-(2-(((2s,5s)-5-aminooctahydro-pentalen-2-yl)amino)quinazolin-6-yl)-2-fluorophenyl)-2-chlorobenzene-sulfonamide